FC(C=1C=C(C(=O)N[C@@H]2CCC3=CC(=CC=C23)C2=NOC(=N2)C)C=CN1)F (R)-2-(difluoromethyl)-N-(5-(5-methyl-1,2,4-oxadiazol-3-yl)-2,3-dihydro-1H-inden-1-yl)isonicotinamide